C(C1=CC=CC=C1)OC([C@@H](C)OC([C@H](CC(C)C)N(C)C(=O)OC(C)(C)C)=O)=O (2R)-1-(benzyloxy)-1-oxopropan-2-yl-(2S)-2-[[(tert-butoxy) carbonyl] (methyl) amino]-4-methylpentanoate